N1C=NC2=C1C=CC(=C2)N2C(C(=C(C2C2=C(C(=CC=C2)F)F)C(C2=CC=CC=C2)=O)O)=O 1-(1H-benzo[d]imidazol-5-yl)-4-benzoyl-5-(2,3-difluorophenyl)-3-hydroxy-1H-pyrrol-2(5H)-one